Tert-butyl (2-((4-methoxybenzyl)oxy)pyrazolo[1,5-a]pyridine-3-carbonyl)(2,3,5,6-tetrafluoro-[1,1'-biphenyl]-4-yl)carbamate COC1=CC=C(COC2=NN3C(C=CC=C3)=C2C(=O)N(C(OC(C)(C)C)=O)C2=C(C(=C(C(=C2F)F)C2=CC=CC=C2)F)F)C=C1